(diethylamino)coumarin-3-formaldehyde hydrazinomethyl-formate N(N)COC=O.C(C)N(CC)C1=C(C(OC2=CC=CC=C12)=O)C=O